7-(3-(3,5-dimethylisoxazol-4-yl)-7,8-dihydro-1,6-naphthyridin-6(5H)-yl-5,5,7,7-d4)-8-methyl-4H-pyrimido[1,2-b]pyridazin-4-one CC1=NOC(=C1C=1C=NC=2CC(N(C(C2C1)([2H])[2H])C=1C(=CC=2N(N1)C(C=CN2)=O)C)([2H])[2H])C